ClC1=C(C=NN1)C1=CC2=C(C=N1)C(=CN2C[C@H](C)O)C(=O)C2COC1=CC=C(C=C1C2)OC [6-(5-Chloro-1H-pyrazol-4-yl)-1-[(2S)-2-hydroxypropyl]pyrrolo[3,2-c]pyridin-3-yl]-(6-methoxychroman-3-yl)methanone